ClC=1C=C2C(=NC(=NC2=C(C1C1=CC=CC2=C1N=C(S2)N)F)OC[C@H]2N(CCC2)C)N2CC1NCCC1C2 4-(6-chloro-8-fluoro-4-(hexahydropyrrolo[3,4-b]-pyrrol-5(1H)-yl)-2-(((S)-1-methylpyrrolidin-2-yl)meth-oxy)quinazolin-7-yl)benzo-[d]thiazol-2-amine